1-(9H-fluoren-9-ylmethoxycarbonyl)-4-tetrahydropyran-2-yloxy-pyrrolidine-2-carboxylic acid C1=CC=CC=2C3=CC=CC=C3C(C12)COC(=O)N1C(CC(C1)OC1OCCCC1)C(=O)O